FC(C(C(C(C(C(F)(F)F)(F)F)(F)F)(F)F)(F)F)(F)CCC1=CC=C(C=C1)CO 4-((Perfluorohexyl)ethyl)phenylmethanol